2-[[2-[4-[(5-cyclopropyl-1H-pyrazol-3-yl)amino]pyrimidin-2-yl]-2-azabicyclo[2.1.1]hexan-4-yl]methyl]isoindoline-1,3-dione C1(CC1)C1=CC(=NN1)NC1=NC(=NC=C1)N1C2CC(C1)(C2)CN2C(C1=CC=CC=C1C2=O)=O